N-(4-((5-chloropyridin-2-yl)oxy)-3-methylphenyl)-2-(4-fluorophenoxy)cyclopropane-1-carboxamide ClC=1C=CC(=NC1)OC1=C(C=C(C=C1)NC(=O)C1C(C1)OC1=CC=C(C=C1)F)C